3-(2-(7-chloro-1-oxo-1,2-dihydro-phthalazin-5-yl)ethoxy)propionic acid ClC1=CC(=C2C=NNC(C2=C1)=O)CCOCCC(=O)O